N-(5-((4-chlorobenzyl)sulfonyl)-1,3,4-thiadiazol-2-yl)-2-(trifluoromethyl)benzamide ClC1=CC=C(CS(=O)(=O)C2=NN=C(S2)NC(C2=C(C=CC=C2)C(F)(F)F)=O)C=C1